Pentyl 6-((2-(4-(2-((2-(didodecylamino)ethyl)(dodecyl)amino)ethyl)piperazin-1-yl)ethyl)(dodecyl)amino)hexanoate C(CCCCCCCCCCC)N(CCN(CCN1CCN(CC1)CCN(CCCCCC(=O)OCCCCC)CCCCCCCCCCCC)CCCCCCCCCCCC)CCCCCCCCCCCC